fluorodeoxyfructose FCC(=O)[C@@H](O)[C@H](O)[C@H](O)CO